(Z)-2-ethoxy-4-(ethoxymethyl)-1-(hex-3-en-1-yloxy)benzene C(C)OC1=C(C=CC(=C1)COCC)OCC\C=C/CC